(S)-tert-butyl (1-(5-(3'-chloro-5-fluoro-2-hydroxy-4'-(3-methyl-2-oxo-2,3-dihydro-1H-imidazol-1-yl)-[1,1'-biphenyl]-3-yl)pyridin-3-yl)-3-methylpyrrolidin-3-yl)carbamate ClC=1C=C(C=CC1N1C(N(C=C1)C)=O)C1=C(C(=CC(=C1)F)C=1C=C(C=NC1)N1C[C@@](CC1)(C)NC(OC(C)(C)C)=O)O